2-(difluoromethyl)-6-fluoro-3-methyl-phenylacetic acid FC(C1=C(C(=CC=C1C)F)CC(=O)O)F